C(CCCC)OC(C[C@H](C#CC)C1=CC=C(C=C1)OCCCCC)=O (3S)-3-(4-pentoxyphenyl)hex-4-ynoic acid pentyl ester